FC1=CC=C(C=C1)C1=NN(C=C1C=1C2=C(N=CN1)OC(=C2)C2=CC=CC=C2)[C@H]2CS(CC2)(=O)=O (3R)-3-[3-(4-Fluorophenyl)-4-(6-phenylfuro[2,3-d]pyrimidin-4-yl)-1H-pyrazol-1-yl]-1λ6-thiolane-1,1-dione